C(C)(=O)N(C1=C(C=C(C=C1)C1=CC=C(C=N1)C(=O)NC=1C=CC=2N(C1)C=CN2)Cl)CC2CC2 6-[4-[Acetyl-(cyclopropylmethyl)amino]-3-chloro-phenyl]-N-imidazo[1,2-a]pyridin-6-yl-pyridine-3-carboxamide